CC1=C(C(C(=C(N1)C)C(=O)OC/C=C/C2=CC=CC=C2)C3=CC(=CC=C3)[N+](=O)[O-])C(=O)OCCOC The molecule is a diesterified 1,4-dihydropyridine-3,5-dicarboxylic acid. A calcium channel blocker, it is used as an antihypertensive. It has a role as a calcium channel blocker, an antihypertensive agent and a cardiovascular drug. It is a dihydropyridine, a 2-methoxyethyl ester and a C-nitro compound.